2-methoxyethanolate cerium (III) [Ce+3].COCC[O-].COCC[O-].COCC[O-]